α-Fluoromethylhistidin FC[C@](N)(CC1=CNC=N1)C(=O)O